((E)-2-(Benzyloxy)-4-[butyl[4-[(tert-butyldiphenylsilyl)oxy]butyl]amino]styryl)thiophene-2-carbaldehyde C(C1=CC=CC=C1)OC1=C(/C=C/C2=C(SC=C2)C=O)C=CC(=C1)N(CCCCO[Si](C1=CC=CC=C1)(C1=CC=CC=C1)C(C)(C)C)CCCC